(3-bromo-1-(2-(tert-butyldimethylsilyl)ethyl)-1H-1,2,4-triazol-5-yl)methyl 4-methylbenzenesulfonate CC1=CC=C(C=C1)S(=O)(=O)OCC1=NC(=NN1CC[Si](C)(C)C(C)(C)C)Br